NC=1N=C(SC1C(C1=CC=C(C=C1)OCC(=O)N(C1CCN(CC1)C)C)=O)N(C1=CC=C(C=C1)F)C(C(=O)N)C (N-[4-amino-5-[4-[2-[methyl-(1-methyl-4-piperidyl)amino]-2-oxo-ethoxy]benzoyl]thiazol-2-yl]-4-fluoro-anilino)propanamide